3-(3-((1-(1-isopropyl-2-oxo-1,2-dihydrobenzo[cd]indol-6-yl)-cyclopropyl)carbamoyl)-4-methylphenyl)-3,6-diazabicyclo[3.1.1]heptane-6-carboxylic acid tert-butyl ester C(C)(C)(C)OC(=O)N1C2CN(CC1C2)C2=CC(=C(C=C2)C)C(NC2(CC2)C=2C=1C3=C(C(N(C3=CC2)C(C)C)=O)C=CC1)=O